BrC=1C=C2C=C(C=NC2=CC1)C(=O)N1CCC(CC1)(F)F (6-bromoquinolin-3-yl)(4,4-difluoropiperidin-1-yl)methanone